C(C)(C)N1C(=NN=C1)C=1C=CC(=NC1)N1C(N(CC1)C1=CC=C(C=C1)S(=O)(=O)C)=O 1-(5-(4-isopropyl-4H-1,2,4-triazol-3-yl)pyridin-2-yl)-3-(4-(methylsulfonyl)phenyl)imidazolidin-2-one